ClC=1N=CC2=C(N1)NC1=C2SN=C1 6-chloro-4H-isothiazolo[5',4':4,5]pyrrolo[2,3-d]pyrimidine